[K].C(C)(C)(C)[Li] tertiary butyl-lithium potassium